C(C)(C)SC1=CC=CC(=N1)C=1C=CC(=NC1)NCCCC(=O)O 4-[[5-(6-isopropylsulfanyl-2-pyridinyl)-2-pyridinyl]amino]butanoic acid